FC=1C(=C(C=CC1F)[C@H]1[C@H](O[C@]([C@H]1C)(C(F)(F)F)C)C(=O)NC1=CC(=NC=C1C)C(=O)N)OC 4-[[(2S,3s,4s,5r)-3-(3,4-difluoro-2-methoxy-phenyl)-4,5-dimethyl-5-(trifluoromethyl)tetrahydrofuran-2-carbonyl]amino]-5-methyl-pyridine-2-carboxamide